7-[2-methyl-8-(trifluoromethyl)imidazo[1,2-b]pyridazin-6-yl]-2-piperazin-1-yl-thiazolo[3,2-a]pyrimidin-5-one CC=1N=C2N(N=C(C=C2C(F)(F)F)C=2N=C3N(C(C2)=O)C=C(S3)N3CCNCC3)C1